9,10-bis(methoxycarbonylpentyleneoxy)anthracene COC(=O)CCCCCOC=1C2=CC=CC=C2C(=C2C=CC=CC12)OCCCCCC(=O)OC